C1(CC1)S(=O)(=O)NC=1SC=C(N1)CC(=O)N 2-(2-(cyclopropanesulfonamido)thiazol-4-yl)acetamide